O=C1NC(CC[C@H]1N1CCC2=C(C=CC=C12)N1CCN(CC1)CC(=O)OC(C)(C)C)=O |r| Racemic-tert-butyl 2-(4-(1-(2,6-dioxopiperidin-3-yl)indolin-4-yl)piperazin-1-yl)acetate